pyridazin-4-yltrifluoromethanesulfonic acid N1=NC=C(C=C1)OS(=O)(=O)C(F)(F)F